(4-methoxyphenyl)-7-oxo-6-[2-methyl-4-(2-oxotetrahydropyrrole-1-yl)phenyl]-4,5,6,7-tetrahydro-1H-pyrazolo[3,4-c]pyridine-3-carboxamide COC1=CC=C(C=C1)N1N=C(C2=C1C(N(CC2)C2=C(C=C(C=C2)N2C(CCC2)=O)C)=O)C(=O)N